(3-pyridyl)methanol ethyl-(S)-2-((tert-butoxycarbonyl)amino)-5,5-difluorohexanoate C(C)[C@@](C(=O)OCC=1C=NC=CC1)(CCC(C)(F)F)NC(=O)OC(C)(C)C